ClC=1C(=NC(=NC1)N[C@H]1[C@@H](COCC1)O)C1=CN=C2N1CCC21CCNCC1 (3S,4R)-4-((5-chloro-4-(5',6'-dihydrospiro[piperidine-4,7'-pyrrolo[1,2-a]imidazol]-3'-yl)pyrimidin-2-yl)amino)tetrahydro-2H-pyran-3-ol